NC1=CC=C(C=C1)C1=CC=C(C=C1)C1=CC=C(C=C1)N 1,4-di(4-aminophenyl)benzene